CC(CC(C)(C1=CC(=C(C=C1)O)N)C1=CC(=C(C=C1)O)N)C 4,4'-(4-methylpentane-2,2-diyl)bis(2-aminophenol)